C1(CC1)C1=NC=NC(=C1C1=NN2C(N(C(C(C2)C)=O)CC2=CC=C(C=C2)C=2N(C=C(N2)C(F)(F)F)C)=C1)OC 2-(4-cyclopropyl-6-methoxypyrimidin-5-yl)-6-methyl-4-(4-(1-methyl-4-(trifluoromethyl)-1H-imidazol-2-yl)benzyl)-6,7-dihydropyrazolo[1,5-a]pyrimidin-5(4H)-one